C(C)(C)C=1C=C(C=CC1)C1[C@@H]2CN(C[C@H]12)C(=O)C1CC2(C1)NC(OC2)=O (2s,4S)-2-((1R,5S,6S)-6-(3-Isopropylphenyl)-3-azabicyclo[3.1.0]hexane-3-carbonyl)-7-oxa-5-azaspiro[3.4]octan-6-one